azodicarboxylic acid dipropyl ester C(CC)OC(=O)N=NC(=O)OCCC